N1SN=CC=C1 thiapyrimidine